FC(C1=CN=C(S1)C=O)F 5-(difluoro-methyl)thiazole-2-carbaldehyde